cis-3-dodecene-1,2-dicarboxylic anhydride C1C(\C=C/CCCCCCCC)C(=O)OC1=O